(2S)-2-[(2S,6S)-4-(2-chloro-5-cyano-3-{[8-cyano-4-(cyclopropylamino)pyrazolo[1,5-a][1,3,5]triazin-2-yl]amino}phenyl)-2,6-dimethylpiperazin-1-yl]propanamide ClC1=C(C=C(C=C1NC1=NC=2N(C(=N1)NC1CC1)N=CC2C#N)C#N)N2C[C@@H](N([C@H](C2)C)[C@H](C(=O)N)C)C